8-(6-tert-butylpyridin-3-yl)-3-methyl-6-oxo-2H,3H,4H,6H-pyrimido[2,1-b][1,3]thiazine-7-carbonitrile C(C)(C)(C)C1=CC=C(C=N1)C=1N=C2SCC(CN2C(C1C#N)=O)C